C(C)(C)(C)OC(CCOCCOCCOCCOC1=C2C(OC(C2=CC=C1)=O)=O)=O.C(C([2H])([2H])[2H])(OC=1C=CC(=NC1)C(NC1=C(C=CC=C1)F)=S)([2H])[2H] 5-(ethoxy-d5)-N-(2-fluorophenyl)pyridine-2-thioamide tert-butyl-3-[2-[2-[2-(1,3-dioxoisobenzofuran-4-yl)oxyethoxy]ethoxy]ethoxy]propanoate